(S)-2-fluoro-3-(2,2,2-trifluoroacetoxy)propanoate F[C@H](C(=O)[O-])COC(C(F)(F)F)=O